cis-4-(methylamino)cyclohexanol CN[C@H]1CC[C@H](CC1)O